4-(2-(isopropyl(methyl)amino)ethyl)naphthalen-1-ol fumarate C(\C=C\C(=O)O)(=O)O.C(C)(C)N(CCC1=CC=C(C2=CC=CC=C12)O)C